C[C@H]1CCC(=NC1)C=1C=C2C=NN(C2=CC1)C(=O)OC(C)(C)C (S)-tert-butyl 5-(5-methyl-3,4,5,6-tetrahydropyridin-2-yl)-1H-indazole-1-carboxylate